N-(4-methylpyridin-2-yl)piperidine-4-carboxamide CC1=CC(=NC=C1)NC(=O)C1CCNCC1